ClC1=NN(C=N1)CC1=CC=C(C=C1)C=C 3-chloro-1-(4-vinylbenzyl)-1H-1,2,4-triazole